N[C@@H]1CC[C@H](CC1)C(=O)OC(C)(C)C trans-tert-butyl 4-aminocyclohexane-1-carboxylate